ClC=1C=CC2=C(N(CC(O2)C(=O)NC23CC(C2)(C3)NC(COC3=CC(=C(C=C3)Cl)F)=O)C(=O)[C@H]3[C@H](C3)F)C1 6-chloro-N-{3-[2-(4-chloro-3-fluorophenoxy)acetamido]bicyclo[1.1.1]pent-1-yl}-4-[(1S,2S)-2-fluorocyclopropane-1-carbonyl]-3,4-dihydro-2H-1,4-benzoxazine-2-carboxamide